C(C)(=O)O[C@H]1[C@H](OC(C)=O)[C@H]([C@@H](OC(C)=O)[C@H](O1)COC(C)=O)N1N=NC(=C1)C=1N=C(SC1)N 1,2,4,6-Tetra-O-acetyl-3-[4-(2-aminothiazol-4-yl)-1H-1,2,3-triazol-1-yl]-3-deoxy-β-D-galactopyranose